2'-(4-chloro-2-(hydroxymethyl)benzyl)-8'-(5-chloro-2-(isopropylamino)pyridin-4-yl)-2',3'-dihydro-1'h,5'h-spiro[cyclopropane-1,4'-pyrrolo[1,2-a][1,4]diazepin]-1'-one ClC1=CC(=C(CN2C(C=3N(CC4(C2)CC4)C=C(C3)C3=CC(=NC=C3Cl)NC(C)C)=O)C=C1)CO